C1(CC1)S(=O)(=O)NC=1SC=C(N1)C(C(=O)NC=1C=NC(=CC1)C=1C=NC=NC1)(C)C 2-(2-(cyclopropanesulfonamido)thiazol-4-yl)-2-methyl-N-(6-(pyrimidin-5-yl)pyridin-3-yl)propanamide